C(C)(=O)NC=1C=C(C(=O)N(C)C)C=C(C1[N+](=O)[O-])Br 3-acetamido-5-bromo-N,N-dimethyl-4-nitrobenzamide